ClC1=CC=C(C=C1)[C@H](NC(=O)[C@@H]1CNC(O1)=O)[C@H]1CC(CC1)(F)F |o1:7,17| (S)-N-((R or S)-(4-chlorophenyl)((R or S)-3,3-difluorocyclopentyl)methyl)-2-oxooxazolidine-5-carboxamide